diethyl [(2,3-dihydrothieno[3,4-b][1,4]dioxin-5-yl)methyl]phosphonate O1C=2C(OCC1)=C(SC2)CP(OCC)(OCC)=O